NC=1C=C(C(=NC1)C1=C(C=2N=CN=C(C2N1C1=CC(=C(C=C1)OC1=NC=CC(=N1)C)F)NCC1=CC=C(C=C1)OC)CC)OC 6-(5-amino-3-methoxypyridin-2-yl)-7-ethyl-5-(3-fluoro-4-((4-methylpyrimidin-2-yl)oxy)phenyl)-N-(4-methoxybenzyl)-5H-pyrrolo[3,2-d]pyrimidin-4-amine